The molecule is a phosphosphigolipid that is 15-methylhexadecasphing-4-enine bearing a single phospho substituent at position 1. It derives from a 15-methylhexadecasphing-4-enine. It is a conjugate acid of a 15-methylhexadecasphing-4-enine 1-phosphate(1-). CC(C)CCCCCCCCC/C=C/[C@H]([C@H](COP(=O)(O)O)N)O